C(C)(C)(C)OC(N(C)CC1=NC=C(C=C1)S(=O)(=O)CC)=O ((5-(ethylsulfonyl)pyridin-2-yl)methyl)(methyl)carbamic acid tert-butyl ester